(E)-N,N-dimethyl-3-((2-methyl-2-propenyl)amino)propan-1-amine CN(CCCNCC(=C)C)C